C(C1=CC=CC=C1)OC1=C(C=C(C=C1)F)O 2-(Benzyloxy)-5-fluorophenol